C(CCCCCCCCCCC)OC(=O)C1CCC(CC1)C(=O)OCCCCCCCCCCCC cyclohexane-1,4-dicarboxylic acid di-n-dodecyl ester